C(N)(=O)C=1C(=NC2=CC(=CC=C2C1)C1CC1)N1CC2(CN(C2)C(=O)OC(C)(C)C)CC1 tert-butyl 6-(3-carbamoyl-7-cyclopropylquinolin-2-yl)-2,6-diazaspiro-[3.4]octane-2-carboxylate